4-(4-methoxy-1H-indol-1-yl)-1,3-dioxolan-2-one COC1=C2C=CN(C2=CC=C1)C1OC(OC1)=O